(S)-3-(1-(5-(3-isopropylphenyl)-1,2,4-oxadiazol-3-yl)ethyl)-8-methoxy-2H-pyrido[2,3-e][1,3]oxazine-2,4(3H)-dione C(C)(C)C=1C=C(C=CC1)C1=NC(=NO1)[C@H](C)N1C(OC2=C(C1=O)N=CC=C2OC)=O